ClC1=CC=C(S1)C1=C(C(=NN1C)NC(C[C@@H]1C(C(C1)(F)F)(F)F)=O)C1CCC1 (S)-N-(5-(5-chlorothiophen-2-yl)-4-cyclobutyl-1-methyl-1H-pyrazol-3-yl)-2-(2,2,3,3-tetrafluorocyclobutyl)acetamide